O=C1OCCCC1CCC(=O)[O-] 3-(2-oxooxan-3-yl)propanoate